8-(6-{[3-(2-Oxo-1-pyrrolidinyl)propyl](4-fluorophenyl)carbonylamino}-3-pyridyl)-1-(2-methoxyethyl)-3-propylxanthine O=C1N(CCC1)CCCN(C1=CC=C(C=N1)C1=NC=2N(C(N(C(C2N1)=O)CCOC)=O)CCC)C(=O)C1=CC=C(C=C1)F